(1S,4s)-4-(4-amino-5-methyl-1H-pyrazol-1-yl)-1-(ethylimino)hexahydro-1λ6-thiopyran 1-oxide NC=1C=NN(C1C)C1CCS(CC1)(=NCC)=O